[Si](C)(C)(C(C)(C)C)O[C@H]1CN(CCC1)C1=C(N[C@H](C)C=2C=C(C=C3C(N(C(=NC23)N2CCOCC2)C)=O)C)C=CC=C1 8-[(1R)-1-[2-[(3R)-3-[tert-butyl(dimethyl)silyl]oxy-1-piperidyl]anilino]ethyl]-3,6-dimethyl-2-morpholino-quinazolin-4-one